The molecule is a fluoroamino acid, a non-proteinogenic L-alpha-amino acid and a L-threonine derivative. It is a tautomer of a 4-fluoro-L-threonine zwitterion. C([C@H]([C@@H](C(=O)O)N)O)F